CS(=O)(=O)C1=NC=C(C=C1\C(\C)=N\OCC(=O)O)[N+](=O)[O-] (E)-2-(((1-(2-(methylsulfonyl)-5-nitropyridin-3-yl)ethylidene)amino)oxy)acetic acid